3-(3-bromo-5-hydroxy-benzylideneamino)-benzoic acid BrC=1C=C(C=NC=2C=C(C(=O)O)C=CC2)C=C(C1)O